2H-indazol-1-ium [NH+]=1NC=C2C=CC=CC12